C(C)(C)(C)OC(=O)NCCC(=O)NC=1N=C(N(C1)C)C(=O)OCC ethyl 4-{3-[(tert-butoxycarbonyl)amino]propanamido}-1-methylimidazole-2-carboxylate